1,3-diiodooctane ICCC(CCCCC)I